FC(COC=1C(=NC=CC1)OC1=CC=2N(C=C1)N=C(C2)C(=O)[O-])(F)F 5-((3-(2,2,2-trifluoroethoxy)pyridin-2-yl)oxy)pyrazolo[1,5-a]pyridine-2-carboxylate